racemic-ibuprofen methyl ester COC(=O)[C@H](C)C1=CC=C(CC(C)C)C=C1 |r|